3-(6-Bromo-1H-indol-2-yl)-1-isopropyl-pyrazolo[3,4-d]pyrimidin-4-amine BrC1=CC=C2C=C(NC2=C1)C1=NN(C2=NC=NC(=C21)N)C(C)C